tetramethyl-1,4-diaminobutane CC(C(N)(C)C)(CCN)C